(1R,2R)-(-)-2-amino-1-phenyl-1,3-propanediol C1=CC=C(C=C1)[C@H]([C@@H](CO)N)O